BrC1=C2C=NN(C2=CC(=C1CCCC1=NC(=NO1)C1OCCCN(C1)C(=O)OC(C)(C)C)Cl)C1OCCCC1 tert-Butyl (6R)-(5-(3-(4-bromo-6-chloro-1-(tetrahydro-2H-pyran-2-yl)-1H-indazol-5-yl)propyl)-1,2,4-oxadiazol-3-yl)-1,4-oxazepane-4-carboxylate